C(C)OC(=O)C1=C(N=NC(=C1)C(F)(F)F)Cl 3-chloro-6-(trifluoromethyl)pyridazine-4-carboxylic acid ethyl ester